C(C1=CC=CC=C1)OC(=O)N[C@@H](C(=O)OC)CNC(=O)C1=CC2=NC=C(C(=C2S1)C)C methyl (R)-2-(((benzyloxy)carbonyl)amino)-3-(6,7-dimethylthieno[3,2-b]pyridine-2-carboxamido)propanoate